2-(Isochroman-4-ylamino)pyrimidine-5-carboxylic acid C1OCC(C2=CC=CC=C12)NC1=NC=C(C=N1)C(=O)O